(R)-N-(2-(1-(6-ethoxy-5-methoxypyridin-2-yl)-2-(methylsulfonyl)ethyl)-1,3-dioxoisoindolin-4-yl)-3-methylbutanamide C(C)OC1=C(C=CC(=N1)[C@H](CS(=O)(=O)C)N1C(C2=CC=CC(=C2C1=O)NC(CC(C)C)=O)=O)OC